(5R,9S)-3-(1,3-dimethyl-1H-pyrazol-5-yl)-2-methyl-4,5,6,7,8,9-hexahydro-2H-5,9-epiminocycloocta[c]pyrazole CN1N=C(C=C1C1=C2C(=NN1C)[C@@H]1CCC[C@H](C2)N1)C